(1R-2R-3S,4R,5S)-4-(4-Amino-7H-pyrrolo[2,3-d]pyrimidin-7-yl)-1-(2-(2-(methylamino)quinolin-7-yl)ethyl)bicyclo[3.1.0]hexane-2,3-diol NC=1C2=C(N=CN1)N(C=C2)[C@H]2[C@@H]([C@@H]([C@@]1(C[C@H]21)CCC2=CC=C1C=CC(=NC1=C2)NC)O)O